ClC=1C=C(C(=O)NC2=C(C=C(C(=C2)C=2C=NC(=NC2)N2CCOCC2)F)N2CC(CC2)NC)C=C(C1)Cl 3,5-dichloro-N-(4-fluoro-2-(3-(methylamino)pyrrolidin-1-yl)-5-(2-morpholinopyrimidin-5-yl)phenyl)benzamide